5-amino-2,5-dioxovaleric acid NC(CCC(C(=O)O)=O)=O